ClC1=C(C=CC=C1)S(=O)(=O)NC1=NC(=C(C=C1F)C=1C=C2C=NC(=NC2=C(C1)CC)NC1CCC(CC1)NC)OC 2-chloro-N-(5-(8-ethyl-2-(((1r,4r)-4-(methyl-amino)cyclohexyl)amino)quinazolin-6-yl)-3-fluoro-6-methoxypyridin-2-yl)benzenesulfonamide